FC=1C=C(C=C(C1)F)[C@@H]1CCC2=NN(C(N21)=O)[C@@H]2C[C@H](C2)OC2=CC(=NC=C2)C(F)(F)F (5S)-5-(3,5-difluorophenyl)-2-(trans-3-{[2-(trifluoromethyl)pyridin-4-yl]oxy}cyclobutyl)-2,5,6,7-tetrahydro-3H-pyrrolo[2,1-c][1,2,4]triazol-3-one